FC1=C(C=CC(=C1)F)C#CC1=CC=C(C(=O)NCC2(CCCCC2)F)C=C1 4-((2,4-difluorophenyl)ethynyl)-N-((1-fluorocyclohexyl)methyl)benzamide